BrC1=CC=C(C(=N1)C1=NC2=C(N=NC(=C2)C(F)(F)F)N1C)F 6-(6-bromo-3-fluoropyridin-2-yl)-7-methyl-3-(trifluoromethyl)-7H-imidazo[4,5-c]pyridazine